1-(1-(6,8-dimethyl-2-oxo-1,2-dihydroquinolin-3-yl)ethyl)-3-(4-ethoxyphenyl)-1-(2-hydroxyethyl)urea CC=1C=C2C=C(C(NC2=C(C1)C)=O)C(C)N(C(=O)NC1=CC=C(C=C1)OCC)CCO